(E)-2-(METHOXYIMINO)ACETIC ACID CO\N=C\C(=O)O